C(C)C1=C(NC2=CC=C(C=C12)C1CCN(CC1)C(=O)C1C(CNCC1)C1=CC=CC=C1)C1=CC(=NC=C1)C (4-(3-ethyl-2-(2-methylpyridin-4-yl)-1H-indol-5-yl)piperidin-1-yl)(3-phenylpiperidin-4-yl)methanone